N-[3-chloro-4-[4-(3-hydroxy-1,1-dimethyl-piperidin-1-ium-4-carbonyl)piperazine-1-carbonyl]phenyl]-1-methyl-5-[1-pyrimidin-2-yl-3-(trifluoromethyl)pyrazol-4-yl]imidazole-2-carboxamide ClC=1C=C(C=CC1C(=O)N1CCN(CC1)C(=O)C1C(C[N+](CC1)(C)C)O)NC(=O)C=1N(C(=CN1)C=1C(=NN(C1)C1=NC=CC=N1)C(F)(F)F)C